NC=1N=CC(=NC1)C(C)=O (5-aminopyrazin-2-yl)ethan-1-one